(E)-3-(3,4-bis(difluoromethoxy)phenyl)-2-butenoic acid FC(OC=1C=C(C=CC1OC(F)F)/C(=C/C(=O)O)/C)F